C(C)OC(C(CC1=CC=C(C=C1)OCCOCC)N1CCN(CCN(CCN(CC1)CC(OC(C)(C)C)=O)[C@H](C(=O)OCC)COC)CC(=O)OC(C)(C)C)=O |r| ethyl-2-{4,10-bis(2-tert-butoxy-2-oxoethyl)-7-[(2SR)-1-ethoxy-3-methoxy-1-oxopropan-2-yl]-1,4,7,10-tetraazacyclododecan-1-yl}-3-[4-(2-ethoxyethoxy)phenyl]propanoate